FC1=CC=C2C=C(N(C2=C1)CC1=CC=C(C=C1)F)C=O 6-fluoro-1-(4-fluorobenzyl)-1H-indole-2-carbaldehyde